ClC1=C(C(=CC=C1)Cl)CC(=O)NC1=CC(=NC=C1)N(C(C)=O)C1=CC=C(C=C1)OC(F)F N-{4-[2-(2,6-dichlorophenyl)acetylamino]pyridin-2-yl}-N-[4-(difluoromethoxy)phenyl]acetamide